6-Bromo-N-[(2-fluorophenyl)methyl]-1-tetrahydropyran-2-yl-indazol-5-amine BrC1=C(C=C2C=NN(C2=C1)C1OCCCC1)NCC1=C(C=CC=C1)F